Cl.CN1N=CC(=C1)C=1C=C(C=2N(C1)N=CC2C#N)C=2C=NNC2 6-(1-methyl-1H-pyrazol-4-yl)-4-(1H-pyrazol-4-yl)pyrazolo[1,5-a]pyridine-3-carbonitrile hydrochloride